C(C)(C)C1=C(C=CC(=N1)N1CCC(CC1)N)C=1C=C(C=2N(C1)C=CN2)C 1-[6-isopropyl-5-(8-methylimidazo[1,2-a]pyridin-6-yl)-2-pyridinyl]piperidin-4-amine